[OH-].C(C)(C)(C)C=1C=C(C=C(C1)C(C)(C)C)C[N+]1=C(N(C=C1)C)C 3-[(3,5-di-tert-butylphenyl)methyl]-1,2-dimethyl-1H-imidazolium hydroxide